(S)-N-((1-(tert-butyl)-1H-tetrazol-yl)(furan-2-yl)methyl)-4-(trifluoromethyl)aniline C(C)(C)(C)N1N=NN=C1[C@H](NC1=CC=C(C=C1)C(F)(F)F)C=1OC=CC1